FC1=C(C(=O)C2=NNC3=NC=C(C=C32)C3=C(C=C(C=C3)S(=O)(=O)N)C)C=CC(=C1NS(=O)(=O)CCC)F 4-(3-(2,4-difluoro-3-(propylsulfonamido)benzoyl)-1H-pyrazolo[3,4-b]pyridin-5-yl)-3-methylbenzenesulfonamide